(6-methoxy-5-(3-methyl-2-oxoimidazoline-1-yl)pyridin-3-yl)tert-butyl (methyl)carbamate CNC(OC(CC=1C=NC(=C(C1)N1C(N(CC1)C)=O)OC)(C)C)=O